O1COC2=C1C=CC(=C2)C=2C=C1CCN(CC1=CC2)C2=CNC1=CC=C(C=C21)F 6-(benzo[d][1,3]dioxolane-5-yl)-N-(5-fluoro-1H-indol-3-yl)-3,4-dihydroisoquinoline